CN1C2=C(C(=O)N(C1=O)C)NC(=N2)C=CC3=CC4=C(C=C3)OCO4 8-[3,4-(methylenedioxy)styryl]theophylline